2-hydroxyethyl-Methylacrylamide OCCC=C(C(=O)N)C